NC1=NC=2C=CC(=CC2C2=C1C=NN2C)C(=O)N(N2C(C(CC2)(F)F)=O)CC=2SC1=C(N2)C=CC=C1 4-amino-N-(1,3-benzothiazol-2-ylmethyl)-N-(3,3-difluoro-2-oxo-pyrrolidin-1-yl)-1-methyl-pyrazolo[4,3-c]quinoline-8-carboxamide